ClC=1C=CC(=NC1)C1CC=NO1 5-(5-chloropyridin-2-yl)oxazoleN